[2,2-bis(3-sulfonylpropionyloxymethyl)-3-[3-(3-sulfonylpropionylsulfonyl) propionyloxy] propyl] 3-sulfonylpropionate S(=O)(=O)=CCC(=O)OCC(COC(CCS(=O)(=O)C(CC=S(=O)=O)=O)=O)(COC(CC=S(=O)=O)=O)COC(CC=S(=O)=O)=O